O1C(CCCC1)OC1=C(C(=O)N)C=CC=C1 ((tetrahydro-2H-pyran-2-yl)oxy)benzamide